(cyanomethyl)triphenylphosphonium chloride lead [Pb].[Cl-].C(#N)C[P+](C1=CC=CC=C1)(C1=CC=CC=C1)C1=CC=CC=C1